NC=1SC(=CN1)C1=CC=NC=C1 2-amino-5-(4-pyridinyl)-1,3-thiazole